4-isobutyl-2-methyl-5-oxo-4,5-dihydropyrazolo[1,5-a]pyrimidine-6-carboxamide C(C(C)C)N1C=2N(C=C(C1=O)C(=O)N)N=C(C2)C